C(CC)C=1N=CN2C1C=NC=C2 propylimidazo[1,5-a]pyrazin